NC1=NC=CC=C1[C@@H](C)NC(C)O [(1R)-1-(2-aminopyridin-3-yl)ethyl]aminoethanol